NCC1=CC=C(C=C1)C=1C=NN2C1N=C(C=C2)NCCOC(C)(C)C 3-(4-(aminomethyl)phenyl)-N-(2-(tert-butoxy)ethyl)pyrazolo[1,5-a]pyrimidin-5-amine